N-(2-(N,N-bis(2,4-dimethoxybenzyl)sulfamoyl)pyridin-4-yl)-5-chloro-2-(7-fluorochroman-4-yl)-4-(trifluoromethyl)benzamide COC1=C(CN(S(=O)(=O)C2=NC=CC(=C2)NC(C2=C(C=C(C(=C2)Cl)C(F)(F)F)C2CCOC3=CC(=CC=C23)F)=O)CC2=C(C=C(C=C2)OC)OC)C=CC(=C1)OC